2-methyl-2-(piperazin-1-yl)propane-1-ol hydrochloride Cl.CC(CO)(C)N1CCNCC1